3-[[(E)-(4-chloro-3-methoxy-phenyl)methyleneamino]-isobutyl-amino]-1,1-dioxo-1,2-benzothiazol-6-ol ClC1=C(C=C(C=C1)\C=N\N(C1=NS(C2=C1C=CC(=C2)O)(=O)=O)CC(C)C)OC